C(C)(C)NC1=C2C(=NC=C1C(=O)NCCC(F)(F)F)SC(=N2)C=2C=NC=CC2 7-(Isopropylamino)-2-(pyridin-3-yl)-N-(3,3,3-trifluoropropyl)thiazolo[5,4-b]pyridin-6-carboxamid